2-Amino-7-fluoro-4-(5-fluoro-3-((S)-3-(piperazin-1-yl)pyrrolidin-1-yl)-7,9-dihydrofuro[3,4-f]quinazolin-6-yl)thieno[3,2-c]pyridine-3-carbonitrile NC1=C(C=2C(=NC=C(C2S1)F)C=1C2=C(C=3C=NC(=NC3C1F)N1C[C@H](CC1)N1CCNCC1)COC2)C#N